(R,E)-N-(4-((4-(benzo[d]thiazol-6-yloxy)-2-methoxy-5-methylphenyl)amino)-7-methoxyquinazolin-6-yl)-2-fluoro-3-(1-methylpyrrolidin-2-yl)acrylamide S1C=NC2=C1C=C(C=C2)OC2=CC(=C(C=C2C)NC2=NC=NC1=CC(=C(C=C21)NC(/C(=C\[C@@H]2N(CCC2)C)/F)=O)OC)OC